2-[2-(2-{N-[2-(2-fluorophenyl)ethyl]formamido}N-(2-methylpropyl)acetamido)-N-[3-(2-oxopyrrolidin-1-yl)propyl]acetamido]acetic acid FC1=C(C=CC=C1)CCN(C=O)CC(=O)N(CC(C)C)CC(=O)N(CCCN1C(CCC1)=O)CC(=O)O